1,1,2,2,2-pentafluoroethyl 1-fluoroethyl ether FC(C)OC(C(F)(F)F)(F)F